(Z)-N-(2-(diethylamino)ethyl)-5-((5-fluoro-1-(hydrazinocarbonyl)-2-oxoindol-3-ylidene)methyl)-2,4-dimethyl-1H-pyrrole-3-carboxamide C(C)N(CCNC(=O)C1=C(NC(=C1C)\C=C\1/C(N(C2=CC=C(C=C12)F)C(=O)NN)=O)C)CC